Propyl-(6-pyrrolidin-1-yl-indan-2-yl)-amine C(CC)NC1CC2=CC(=CC=C2C1)N1CCCC1